C(CCCC=CCCC=CCC=CCC=CCC)(=O)O 5,9,12,15-octadecatetraenoic acid